OC1=CC=C(C=C1)C(CC[C@@H]1N(COC1=O)C(=O)OC(C)(C)C)=O tert-butyl (S)-4-(3-(4-hydroxyphenyl)-3-oxopropyl)-5-oxooxazolidine-3-carboxylate